2-[6-(methylamino)-4-[1-[(4-methyl-1,2,4-triazol-3-yl)sulfanyl]ethyl]-2-pyridyl]-4-(trifluoromethyl)isoindolin-1-one CNC1=CC(=CC(=N1)N1C(C2=CC=CC(=C2C1)C(F)(F)F)=O)C(C)SC1=NN=CN1C